(2S,3R,4R,5S)-1-(2-fluorophenethyl)-2-(hydroxymethyl)piperidine-3,4,5-triol FC1=C(CCN2[C@H]([C@H]([C@@H]([C@H](C2)O)O)O)CO)C=CC=C1